copper-tin-manganese-nickel [Ni].[Mn].[Sn].[Cu]